ONC(=O)C1CCN(C=C1)S(=O)(=O)C1=CC=C(C=C1)C1=CC=C(C=C1)NC1CCN(CC1)C N-hydroxyl-1-((4'-((methylpiperidine-4-yl)amino)-[1,1'-biphenyl]-4-yl)sulfonyl)-1,2,3,4-tetrahydropyridine-4-formamide